(4R)-pivalic acid 4-((tert-butyldimethylsilyl) oxy)-7-(methoxy (methyl) amino)-6-methyl-7-oxoheptyl ester [Si](C)(C)(C(C)(C)C)O[C@H](CCCOC(C(C)(C)C)=O)CC(C(=O)N(C)OC)C